5-(2-chloro-5-(isobutyrylaminomethyl)benzoylamino)-N-(4-chlorophenyl)-1-(methoxymethyl)-1H-indole-2-carboxamide ClC1=C(C(=O)NC=2C=C3C=C(N(C3=CC2)COC)C(=O)NC2=CC=C(C=C2)Cl)C=C(C=C1)CNC(C(C)C)=O